BrC1=C2C(N(C(=NC2=C(C=C1)F)C)[C@@H]1[C@H](CC1)C1=CC=CC=C1)=O 5-bromo-8-fluoro-2-methyl-3-((1s,2r)-2-phenylcyclobutyl)quinazolin-4(3H)-one